C1(CC1)C1=NNC(=C1)C=1C(=NC(=NC1)N[C@@H](C)C1=CC=C(C=C1)F)N (3-cyclopropyl-1H-pyrazol-5-yl)-N2-[(1S)-1-(4-fluorophenyl)ethyl]pyrimidine-2,4-diamine